CC1=C(C=C(C=C1)NC=1C=C(SC1[N+](=O)[O-])C(=O)OC)OC1=CC=CC=C1 methyl 4-((4-methyl-3-phenoxyphenyl)amino)-5-nitrothiophene-2-carboxylate